7-Ethyl-7-methyl-5,6,7,8-tetrahydro-1,8-naphthyridine-3-carboxylic acid methyl ester COC(=O)C=1C=NC=2NC(CCC2C1)(C)CC